4-(3-cyclopropyl-1-(cyclopropylmethyl)-4-(trifluoromethyl)-1H-pyrazole-5-carboxamido)picolinamide C1(CC1)C1=NN(C(=C1C(F)(F)F)C(=O)NC1=CC(=NC=C1)C(=O)N)CC1CC1